C1(CCCCC1)C(C(=O)NC1CCCCC1)N1C(=NC2=C1C=CC=C2)C2=CC=C(C=C2)CC 2,N-dicyclohexyl-2-[2-(4-ethyl-phenyl)-benzimidazol-1-yl]-acetamide